C1(=CC=CC=C1)C1=CC1(C)C 1-phenyl-3,3-dimethyl-cyclopropene